C(C1=CC=CC=C1)OC(=O)N[C@@H](C(=O)OC)CC1=CC=C2C=CN=CC2=C1 methyl (2R)-2-{[(benzyloxy)carbonyl]amino}-3-(isoquinolin-7-yl)propanoate